4,9-dihydro-4,4,9,9-tetrahexadecyl-s-indaceno[1,2-b:5,6-b']-dithiophene C(CCCCCCCCCCCCCCC)C1(C2=CC3=C(C(C4=C3SC=C4)(CCCCCCCCCCCCCCCC)CCCCCCCCCCCCCCCC)C=C2C=2SC=CC21)CCCCCCCCCCCCCCCC